C(C=C)C1=CC(=CC(=C1)CC=C)CC=C 1,3,5-triallylbenzene